C(CCCCCCCCCCCCCCC)(=O)C(OP(OC[C@@H](CO)OC(CCCCCCC\C=C/CCCCCCCC)=O)(=O)[O-])C[N+](C)(C)C palmitoyl-2-oleoyl-sn-glycero-3-phosphocholine